methyl 3-(9-((4-(((tert-butoxycarbonyl)amino)methyl)phenyl)carbamoyl)-4,5-dihydrobenzo[b]thieno[2,3-d]oxepin-8-yl)-6-(((1s,3s,5R,7S)-3-ethyladamantan-1-yl)carbamoyl)picolinate C(C)(C)(C)OC(=O)NCC1=CC=C(C=C1)NC(=O)C1=CC2=C(OCCC3=C2SC=C3)C=C1C=1C(=NC(=CC1)C(NC13CC2(C[C@@H](C[C@H](C1)C2)C3)CC)=O)C(=O)OC